2-(4-(4-(5-((2R,6S)-4-(Methoxycarbonyl)-2,6-dimethylpiperazin-1-yl)-1H-pyrazolo[4,3-d]pyrimidin-3-yl)phenyl)piperazin-1-yl)-2-methylpropanoic acid COC(=O)N1C[C@H](N([C@H](C1)C)C=1N=CC2=C(N1)C(=NN2)C2=CC=C(C=C2)N2CCN(CC2)C(C(=O)O)(C)C)C